6-(6-Chloro-4-{2,5-diazabicyclo[2.2.2]oct-2-yl}-8-fluoro-2-{[(2S)-1-methylpyrrolidin-2-yl]methoxy}quinazolin-7-yl)-4-methyl-5-(trifluoromethyl)pyridin-2-amine ClC=1C=C2C(=NC(=NC2=C(C1C1=C(C(=CC(=N1)N)C)C(F)(F)F)F)OC[C@H]1N(CCC1)C)N1C2CNC(C1)CC2